6-hexyloxymethoxy-1,3-dimethylhexyllithium C(CCCCC)OCOCCCC(CC(C)[Li])C